CC(C)(COP(=O)(O)OP(=O)(O)OC[C@@H]1[C@H]([C@H]([C@@H](O1)N2C=NC3=C(N=CN=C32)N)O)OP(=O)(O)O)[C@H](C(=O)NCCC(=O)NCCSC(=O)C(CC(=O)O)C(=O)C4=CC=CC=C4)O The molecule is an acyl-CoA that results from the formal condensation of the thiol group of coenzyme A with the carboxy group of 2-benzoylsuccinic acid.